(1S,2S)-N-(6-cyano-7-(4-methyl-6-propionylpyridin-3-yl)isoquinolin-3-yl)-2-fluorocyclopropane-1-carboxamide C(#N)C=1C=C2C=C(N=CC2=CC1C=1C=NC(=CC1C)C(CC)=O)NC(=O)[C@H]1[C@H](C1)F